3-methyl-4-phenyl-1-[[2-(trimethylsilyl)ethoxy]methyl]pyrazolo[3,4-b]pyridin-5-ol CC1=NN(C2=NC=C(C(=C21)C2=CC=CC=C2)O)COCC[Si](C)(C)C